N-(1-Cyclohexyl-2-oxopyrrolidin-3-yl)-2-ethynyl-N-(3-isopropoxy-5-(trifluoromethyl)phenyl)thiazole-4-carboxamide C1(CCCCC1)N1C(C(CC1)N(C(=O)C=1N=C(SC1)C#C)C1=CC(=CC(=C1)C(F)(F)F)OC(C)C)=O